N1C=CC2=CC=C(C=C12)NC(=O)NC=1C=CC2=C(OCC(N2CC=2C(NC=CC2)=O)=O)C1 1-(1H-indol-6-yl)-3-(3-oxo-4-((2-oxo-1,2-dihydropyridin-3-yl)methyl)-3,4-dihydro-2H-benzo[b][1,4]oxazin-7-yl)urea